The molecule is a quinolone and a secondary alcohol. It has a role as a beta-adrenergic antagonist, an antihypertensive agent, an antiglaucoma drug, an anti-arrhythmia drug and a sympatholytic agent. It is a conjugate base of a carteolol(1+). CC(C)(C)NCC(COC1=CC=CC2=C1CCC(=O)N2)O